4-chloro-6-fluoro-1H-indazole ClC1=C2C=NNC2=CC(=C1)F